C[C@@H](CC1=CC=CC=C1)C(CC)=O (S)-(+)-2-methyl-1-phenyl-3-pentanone